7-(((3R,4R)-3-fluoro-1-methylpiperidin-4-yl)amino)-3-(2,2,2-trifluoroethyl)benzo[b]thiophen F[C@@H]1CN(CC[C@H]1NC1=CC=CC2=C1SC=C2CC(F)(F)F)C